Cl.NC=1C=NN(C1)CC=1C=CC(=NC1)C1(CC1)O 1-(5-((4-amino-1H-pyrazol-1-yl)methyl)pyridin-2-yl)cyclopropan-1-ol hydrochloride